BrC=1C(=C(OCCC[C@H]2CN(CCC2)CC(=O)OCC)C=CC1)C (S)-ethyl 2-(3-(3-(3-bromo-2-methylphenoxy)propyl)piperidin-1-yl)acetate